3-[4-(Diethylamino)phenyl]-1-[4-(4-hydroxypiperidin-1-yl)phenyl]prop-2-en-1-one C(C)N(C1=CC=C(C=C1)C=CC(=O)C1=CC=C(C=C1)N1CCC(CC1)O)CC